3,6-diisopropyl-cyclohexanone C(C)(C)C1CC(C(CC1)C(C)C)=O